anti-ricinoleic acid C(CCCCCCC\C=C/C[C@H](O)CCCCCC)(=O)O